C(CCCCCCCCCCCCCCC)(=O)NC(C)N(CC)CC palmitamido-ethyldiethylamine